N1C=CC2=CC=C(C=C12)NC(N[C@H](CC(=O)N(C)C)C1=CC2=C(SCCN2CC2=CC=CC=C2)C=C1)=O (R)-3-(3-(1H-indol-6-yl)ureido)-3-(4-benzyl-3,4-dihydro-2H-benzo[b][1,4]thiazin-6-yl)-N,N-dimethylpropanamide